N-((2R,3S)-1-(3-((2-(3-chloro-1H-pyrazol-4-yl)pyrimidin-4-yl)amino)-5-(1,1-difluoropropan-2-yl)isoquinolin-8-yl)-2-methylazetidin-3-yl)-N-methylmethanesulfonamide ClC1=NNC=C1C1=NC=CC(=N1)NC=1N=CC2=C(C=CC(=C2C1)C(C(F)F)C)N1[C@@H]([C@H](C1)N(S(=O)(=O)C)C)C